C(C)(C)(C)OC(=O)N1[C@@H](C[C@@H](CC1)O)C(=O)O (2S,4R)-1-(tert-Butyloxycarbonyl)-4-hydroxypiperidine-2-carboxylic acid